Methyl ((1R,3R)-3-(6-((3-((cyclopropoxycarbonyl)amino)-5-methoxyphenyl)amino)-3-methyl-2-oxo-2,3-dihydro-1H-imidazo[4,5-c]pyridin-1-yl)cyclopentyl)carbamate C1(CC1)OC(=O)NC=1C=C(C=C(C1)OC)NC1=CC2=C(C=N1)N(C(N2[C@H]2C[C@@H](CC2)NC(OC)=O)=O)C